C1=CC=CC=2OC=3C=CC=C4OC=5C=CC=CC5B(C34)C12 5λ2,9λ2-dioxa-13b-boranaphtho[3,2,1-de]anthracene